3-(4-methanesulfonylphenyl)-6-{4-[1-(propan-2-yl)piperidin-4-yl]phenyl}-1-propyl-1,2-dihydroquinolin-2-one CS(=O)(=O)C1=CC=C(C=C1)C=1C(N(C2=CC=C(C=C2C1)C1=CC=C(C=C1)C1CCN(CC1)C(C)C)CCC)=O